ClC=1C2=C(N=C(N1)CO)N(C(C2(C)C)=O)C=2C=NC(=CC2)OC2CCCCC2 4-chloro-7-(6-(cyclohexyloxy)pyridin-3-yl)-2-(hydroxymethyl)-5,5-dimethyl-5,7-dihydro-6H-pyrrolo[2,3-d]pyrimidin-6-one